6-[(2S)-2-aminopropyl]-4-{[(thiophen-2-yl)methyl]amino}thieno[3,2-d]pyrimidine-2,7-dinitrile N[C@H](CC1=C(C=2N=C(N=C(C2S1)NCC=1SC=CC1)C#N)C#N)C